COC=1C=C(C=CC1)C1=NN2C(C=CC(=C2)NC(=O)NCC2=CC=NC=C2)=C1 N-[2-(3-methoxyphenyl)pyrazolo[1,5-a]pyridin-6-yl]-N'-[(pyridin-4-yl)methyl]urea